N1(CC=CC=C1)O pyridine-1-ol